tert-butyl 2-(difluoromethoxy)-4-[4-(difluoromethyl)-6-(1-ethylpyrazol-4-yl)-2-methylindazol-3-yl]-6-methoxybenzoate FC(OC1=C(C(=O)OC(C)(C)C)C(=CC(=C1)C=1N(N=C2C=C(C=C(C12)C(F)F)C=1C=NN(C1)CC)C)OC)F